ClC1=CC=C(C=C1)C1=CN(C=2N=CN=C(C21)N)CC2=NN=C(N2)C2=CC=CC=C2 5-(4-chlorophenyl)-7-[(5-phenyl-4H-1,2,4-triazol-3-yl)methyl]-7H-pyrrolo[2,3-d]Pyrimidin-4-amine